dichloro-naphthyl phosphate P(=O)(OC1=C(C(=CC2=CC=CC=C12)Cl)Cl)([O-])[O-]